CO\N=C/CN1C2=C(C(C3=CC(=CC=C13)F)=C=O)C1=CC3=C(C(N1C2)=C=O)COC([C@]3(O)CC)=C=O (S,Z)-2-(4-ethyl-8-fluoro-4-hydroxy-3,6,14-tricarbonyl-3,4-dihydro-1H-pyrano[3',4':6,7]indolizino[2,1-b]quinoline-11(6H,12H,14H)-yl)acetaldehyde-O-methyloxime